FC(C(=O)O)(C(C(C(C(C(C(C(F)(F)F)(F)F)(F)F)(F)F)(F)F)(F)F)(F)F)F Perfluorononanic acid